Cl.FC(OCC1CN(CCN1)C1=CC(N(C=2C=CC(=NC12)C#N)C)=O)F 8-(3-((difluoromethoxy)methyl)piperazin-1-yl)-5-methyl-6-oxo-5,6-dihydro-1,5-naphthyridine-2-carbonitrile HCl